5-(1-hydroxylethyl)-1H-pyrazole-3-carboxamide OC(C)C1=CC(=NN1)C(=O)N